OC1=C(OC=CC1=O)\C=C\C1=C(C=CC=C1)Br (E)-3-hydroxy-2-(2-bromostyryl)-4H-pyran-4-one